CN(C(=O)N[C@@]1(COCC1)C(F)(F)F)[C@@H](C)C1=CC=NC=C1 1-methyl-1-[(1S)-1-(4-pyridyl)ethyl]-3-[(3S)-3-(trifluoromethyl)tetrahydrofuran-3-yl]urea